(1s,2s)-2-fluoro-N-(6-(2-fluoro-4-methylpyridin-3-yl)imidazo[1,2-a]pyridin-2-yl)cyclopropane-1-carboxamide F[C@@H]1[C@@H](C1)C(=O)NC=1N=C2N(C=C(C=C2)C=2C(=NC=CC2C)F)C1